(R)-2-((6-fluoro-2-methylpyridin-3-yl)oxy)-4-methyl-N-(3-(S-methylsulfonyl)phenyl)-5-(trifluoromethyl)nicotinamide FC1=CC=C(C(=N1)C)OC1=C(C(=O)NC2=CC(=CC=C2)S(=O)(=O)C)C(=C(C=N1)C(F)(F)F)C